(S)-5,5-dimethyl-2-(((1-methyl-1H-benzo[d]imidazol-4-yl)methyl)amino)hexanoic acid methanesulfonate CS(=O)(=O)O.CC(CC[C@@H](C(=O)O)NCC1=CC=CC=2N(C=NC21)C)(C)C